benzyl prop-2-en-1-yl [(1R,3S,5S)-5-methoxycyclohexane-1,3-diyl]biscarbamate CO[C@H]1C[C@H](C[C@H](C1)NC(OCC1=CC=CC=C1)=O)NC(OCC=C)=O